NC1=NC=CC=C1C1=NC=2C(=NC(=CC2)CC)N1C1=CC=C(CN2CCC(CC2)NC2=NC(=NC=C2)C#N)C=C1 4-((1-(4-(2-(2-Aminopyridin-3-yl)-5-ethyl-3H-imidazo[4,5-b]pyridin-3-yl)benzyl)piperidin-4-yl)amino)pyrimidine-2-carbonitrile